1-(2-chlorophenyl)-(S)-1-methoxypropyl-(S)-2-cyclopropylcarbamate ClC1=C(C=CC=C1)[C@H]1[C@H](C1)N(C([O-])=O)C(CC)OC